[Cl-].[Cl-].C1(C=CC2=CC=CC=C12)[Zr](C)(C)C1C=CC2=CC=CC=C12 bis-indenyl-dimethylzirconium dichloride